NC1=CC2=C(N=C(S2)SC)C=C1 6-amino-2-(methylthio)benzo[d]thiazole